C(CCCCCCCCCCC)OC=1C=C(C=C(C1)OCCCCCCCCCCCCCCC)CO (3-(Dodecyloxy)-5-(pentadecyloxy)phenyl)methanol